C1=C(C=CC2=CC=CC=C12)SCCSC1=CC2=CC=CC=C2C=C1 1,2-bis(2-naphthylthio)ethane